5-(2-carboxy-3-chlorophenoxy)-1H-pyrazole-3-carboxylic acid C(=O)(O)C1=C(OC2=CC(=NN2)C(=O)O)C=CC=C1Cl